tert-butyl 4-(2-acetyl-6,6-difluorohexahydropyrrolo[3,2-c]pyrazol-1(2H)-yl)-2,2-dimethylbutanoate C(C)(=O)N1N(C2C(C1)NCC2(F)F)CCC(C(=O)OC(C)(C)C)(C)C